1-(3-buten-1-oxy)-3-(propargyloxy)-2-propanol C(CC=C)OCC(COCC#C)O